BrC1=CC(=C(CNS(=O)(=O)C2CCCC2)C(=C1)C)C N-(4-bromo-2,6-dimethylbenzyl)cyclopentanesulfonamide